sorbitol monotartrate C(=O)(O)C(O)C(O)C(=O)O.OC[C@H](O)[C@@H](O)[C@H](O)[C@H](O)CO